C(C)(C)(C)OC(=O)N1C[C@H](CCC1)N1N=CC(=C1)C=1C=C(C=2N(C1)N=CC2C#N)OS(=O)(=O)C(F)(F)F.OC2=C(C=C(C=C2C(C)(C)C2=CC=CC=C2)C(C)(C)C2=CC=CC=C2)N2N=C1C(=N2)C=CC=C1 2-(2-hydroxy-3',5'-dicumylphenyl)benzotriazole t-Butyl-(3S)-3-[4-[3-cyano-4-(trifluoromethylsulfonyloxy)pyrazolo[1,5-a]pyridin-6-yl]pyrazol-1-yl]piperidine-1-carboxylate